C12CN(CC(N1)C2)C2=CC=C1C[C@H](COC1=C2)NC(=O)C2=C(C1=C(N=C(S1)C)S2)N N-((3R)-7-(3,6-diazabicyclo[3.1.1]heptan-3-yl)chroman-3-yl)-6-amino-2-methylthieno[2,3-d]thiazole-5-carboxamide